Triethylammonium (R)-4-((1-(6-(5-(1,2-dithiolan-3-yl)pentanamido)hexanoyl)-4-((tris(4-methoxyphenyl)methoxy)methyl)piperidin-4-yl)methoxy)-4-oxobutanoate S1S[C@@H](CC1)CCCCC(=O)NCCCCCC(=O)N1CCC(CC1)(COC(C1=CC=C(C=C1)OC)(C1=CC=C(C=C1)OC)C1=CC=C(C=C1)OC)COC(CCC(=O)[O-])=O.C(C)[NH+](CC)CC